2-(2-chlorophenyl)quinoline ClC1=C(C=CC=C1)C1=NC2=CC=CC=C2C=C1